[Si](C1=CC=CC=C1)(C1=CC=CC=C1)(C(C)(C)C)OC1CC2C(C2C1)C(CC(=O)C1=NC=NC(=C1)C(F)(F)F)=O (3-((tert-butyldiphenylsilyl)oxy)bicyclo[3.1.0]hexane-6-yl)-3-(6-(trifluoromethyl)pyrimidin-4-yl)propane-1,3-dione